The molecule is a 1,2-diacyl-sn-glycerol in which the 1- and 2-acyl groups are specified as palmitoleoyl and linoleoyl respectively. It has a role as a mouse metabolite. It derives from a linoleic acid and a palmitoleic acid. CCCCCC/C=C\\CCCCCCCC(=O)OC[C@H](CO)OC(=O)CCCCCCC/C=C\\C/C=C\\CCCCC